5-[7-amino-2-(2-cyano-2-methylideneethyl)-1-oxo-2,3-dihydro-1H-isoindol-4-yl]-N-phenyl-1H-indazole-3-carboxamide NC=1C=CC(=C2CN(C(C12)=O)CC(=C)C#N)C=1C=C2C(=NNC2=CC1)C(=O)NC1=CC=CC=C1